15-((2S)-2-(((4-(8-(tert-butoxycarbonyl)-3,8-diazabicyclo[3.2.1]octan-3-yl)-7-chloro-8-fluoropyrido[4,3-d]pyrimidin-2-yl)oxy)methyl)pyrrolidin-1-yl)-3,6,9,12-tetraoxapentadecanoic acid C(C)(C)(C)OC(=O)N1C2CN(CC1CC2)C=2C1=C(N=C(N2)OC[C@H]2N(CCC2)CCCOCCOCCOCCOCC(=O)O)C(=C(N=C1)Cl)F